FC1=C(C=CC(=C1)F)C=1N=C(OC1)[C@@H]1CN(CCC1)C(=O)C1=CC(=NC=C1)F (S)-(3-(4-(2,4-Difluoro-phenyl)-oxazol-2-yl)-piperidin-1-yl)(2-fluoro-pyridin-4-yl)-methanone